O-Hydrogen O-(((2R,3R,4R,5R)-5-(6-benzamido-9H-purin-9-yl)-4-fluoro-3-hydroxytetrahydrofuran-2-yl) methyl) thiophosphate P(=S)(O)(OC[C@H]1O[C@H]([C@@H]([C@@H]1O)F)N1C2=NC=NC(=C2N=C1)NC(C1=CC=CC=C1)=O)[O-]